di-methyl-1H-imidazo[4,5-c]quinoline-1-ethanol CC1=NC=2C=CC=CC2C2=C1N=C(N2CCO)C